[(2S,3R,4R,5R)-4-acetoxy-3-(2-azidoethyl)-5-[2-(2-methylpropanoylamino)-6-oxo-1H-purin-9-yl]tetrahydrofuran-2-yl]methyl benzoate C(C1=CC=CC=C1)(=O)OC[C@H]1O[C@H]([C@@H]([C@@H]1CCN=[N+]=[N-])OC(C)=O)N1C=2N=C(NC(C2N=C1)=O)NC(C(C)C)=O